O=C1CCC2(CCN(CC2)C(=O)OC(C)(C)C)CC1 tert-Butyl 9-oxo-3-aza-3-spiro[5.5]undecane-carboxylate